C1(CC1)COC=1C=C(C(=C(C(=O)[O-])C1)F)C=1SC(=CN1)C.[Li+] lithium 5-(cyclopropylmethoxy)-2-fluoro-3-(5-methylthiazol-2-yl)benzoate